1H-benzo[d][1,2,3]triazol-1-yl (1,3-dioxoisoindolin-2-yl)(isopropyl)carbamate O=C1N(C(C2=CC=CC=C12)=O)N(C(ON1N=NC2=C1C=CC=C2)=O)C(C)C